bromo-1-isopropyl-[3,3'-bipyridine]-6(1H)-one BrC=1N(C(C=CC1C=1C=NC=CC1)=O)C(C)C